ClC1=CC=C(C=C1)C1=CC=2C=C(C3=CC=CC=C3C2C=C1)C=1C2=CC=CC=C2C=2C=CC=CC2C1 2-(4-chlorophenyl)-9,9'-biphenanthrene